1,8-dichloro-3-(5-(difluoromethyl)-1,3,4-thiadiazol-2-yl)-N-(1-methylcyclopropyl)imidazo[1,5-a]pyridine-6-sulfonamide ClC=1N=C(N2C1C(=CC(=C2)S(=O)(=O)NC2(CC2)C)Cl)C=2SC(=NN2)C(F)F